2-((3-chlorophenyl)amino)-4-(3-phenyl-9H-carbazol-9-yl)benzonitrile ClC=1C=C(C=CC1)NC1=C(C#N)C=CC(=C1)N1C2=CC=CC=C2C=2C=C(C=CC12)C1=CC=CC=C1